FC1=C(CC2=NC3=C(N2C[C@H]2OCC2)C=C(C=C3)C(=O)O)C=C(C(=C1)C1=NC(=CC=C1)OCC1=NC=C(C=C1C)C#CC=1C=NN(C1)C)F (S)-2-(2,5-difluoro-4-(6-((3-methyl-5-((1-methyl-1H-pyrazol-4-yl)ethynyl)pyridin-2-yl)methoxy)pyridin-2-yl)benzyl)-1-(oxetan-2-ylmethyl)-1H-benzo[d]imidazole-6-carboxylic acid